4-(((3aS,7aR)-7a-fluoro-1-oxooctahydro-2H-pyrrolo[3,4-c]pyridin-2-yl)methyl)-2-methylbenzoic acid F[C@@]12[C@@H](CNCC1)CN(C2=O)CC2=CC(=C(C(=O)O)C=C2)C